3-(N-(2-chlorophenyl)sulfamoyl)-N-(3-cyano-6-methyl-4,5,6,7-tetrahydrobenzo[b]thiophen-2-yl)benzamide ClC1=C(C=CC=C1)NS(=O)(=O)C=1C=C(C(=O)NC2=C(C3=C(S2)CC(CC3)C)C#N)C=CC1